5-fluoro-N-pyridylindoline FC=1C=C2CCN(C2=CC1)C1=NC=CC=C1